C1(=CC=CC=C1)[C@@]1([C@@](C(=CC=C1)C=N)(S(=O)C1=CC=C(C=C1)C)C1=CC=CC=C1)O (1S,2R)-1,2-diphenyl-2-p-tolylsulfinyl-iminomethylphenol